O1C(CCCC1)OCCOCCCCO 4-(2-tetrahydropyran-2-yloxyethoxy)butan-1-ol